6-methyl-7-(2-methyl-4-(6-(trifluoromethyl)quinazolin-2-yl)phenyl)-1-(tetrahydro-2H-pyran-2-yl)-6,7-dihydro-1H-pyrazolo[3,4-f][1,4]oxazepin-8(5H)-one CC1COC2=C(C(N1C1=C(C=C(C=C1)C1=NC3=CC=C(C=C3C=N1)C(F)(F)F)C)=O)N(N=C2)C2OCCCC2